methylimino-dimethyl-oxo-lambda6-sulfan CN=S(=O)(C)C